Methyl-sulfomethane CCS(=O)(=O)O